4-Carboxyl-2,2,6,6-tetramethylpiperidin C(=O)(O)C1CC(NC(C1)(C)C)(C)C